FC1=C(C(=CC(=C1)F)OC(C)C)C=1C2=C(C(=NC1C1=NN3C(CN[C@@H](C3)C)=C1)C=1C=C3CCN(CC3=CC1)C)C=CS2 7-(2,4-difluoro-6-isopropoxyphenyl)-4-(2-methyl-1,2,3,4-tetrahydroisoquinolin-6-yl)-6-((R)-6-methyl-4,5,6,7-tetrahydropyrazolo[1,5-a]pyrazin-2-yl)thieno[3,2-c]pyridine